L-Isoglutamine N[C@@H](CCC(=O)O)C(N)=O